ClC1=NC=CC=C1CN1C(C2=CC=C(C=C2C=N1)S(=O)(=O)C=1C=NN(C1)C1CC1)=O 2-((2-chloropyridin-3-yl)methyl)-6-(1-cyclopropyl-1H-pyrazol-4-ylsulfonyl)phthalazin-1(2H)-one